(R)-ethyl 2-(2-((5-(3-(aminomethyl)phenyl)-7-((2-(methoxymethyl)pyrrolidin-1-yl)methyl)benzofuran-3-yl)methoxy)phenyl)acetate NCC=1C=C(C=CC1)C=1C=C(C2=C(C(=CO2)COC2=C(C=CC=C2)CC(=O)OCC)C1)CN1[C@H](CCC1)COC